(3-(isoindolin-5-yloxy)propyl)triphenylphosphonium chloride hydrochloride Cl.[Cl-].C1NCC2=CC(=CC=C12)OCCC[P+](C1=CC=CC=C1)(C1=CC=CC=C1)C1=CC=CC=C1